6-chloro-3-(4-methoxybenzyl)-2-methyl-4-oxo-3,4-dihydropyrido[3,4-D]pyrimidine-5-carbonitrile ClC1=C(C2=C(N=C(N(C2=O)CC2=CC=C(C=C2)OC)C)C=N1)C#N